NC=1C(=C(C=CC1)C=1N=C(SC1C1=NC(=NC=C1)Cl)C1=CC=C(C=C1)C1CCN(CC1)C(=O)OC(C)(C)C)F tert-butyl 4-{4-[4-(3-amino-2-fluorophenyl)-5-(2-chloropyrimidin-4-yl)-1,3-thiazol-2-yl]phenyl}piperidine-1-carboxylate